(5-Chloro-1-methyl-1H-indol-2-yl)(4-piperidin-1-ylpiperidin-1-yl)methanone ClC=1C=C2C=C(N(C2=CC1)C)C(=O)N1CCC(CC1)N1CCCCC1